NC1=CC=C(C=C1)N=NC1=CC=C(C(=O)O)C=C1 4-[(4-aminophenyl)diazenyl]benzoic acid